CN([C@H]1C[C@H](C1)CS(=O)(=O)N1C[C@H](CC1)C#N)C=1C2=C(N=CN1)NC=C2 (3S)-1-[({cis-3-[methyl(7H-pyrrolo[2,3-d]pyrimidin-4-yl)amino]cyclobutyl}meth-yl)sulfonyl]pyrrolidine-3-carbonitrile